C(C1=CC=C(C(=O)OCCOCCCC)C=C1)(=O)OCCOCCCC di(butoxyethyl) terephthalate